1-Benzyl-D-histidine C(C1=CC=CC=C1)N1C=C(C[C@@H](N)C(=O)O)N=C1